C(C)C(COC(C1(CC=C(C=C1)NC)NC)=O)CCCC 2-ethylhexyl-1,4-Dimethylaminobenzoate